tert-butyl (3-((5-acetyl-2-(methylthio)pyrimidin-4-yl)amino)phenyl)carbamate C(C)(=O)C=1C(=NC(=NC1)SC)NC=1C=C(C=CC1)NC(OC(C)(C)C)=O